BrC=1C=CC2=C(N=C(O2)C2=CC=C(C=N2)NC(=O)C23CC4CC(CC(C2)C4)C3)C1 N-[6-(5-bromo-1,3-benzoxazol-2-yl)pyridin-3-yl]Adamantane-1-carboxamide